methyl 2-(3-methyl-4,5,6,7-tetrahydropyrazolo[4,3-c]pyridin-1-yl)acetate hydrochloride Cl.CC1=NN(C2=C1CNCC2)CC(=O)OC